The molecule is zwitterionic form of anserine. It has a role as an animal metabolite. It is a tautomer of an anserine. CN1C=NC=C1C[C@@H](C(=O)[O-])NC(=O)CC[NH3+]